trifluoromethanesulfonic acid scandium [Sc].FC(S(=O)(=O)O)(F)F